1-[4-(2,3-difluorophenyl)piperazin-1-yl]-2-{3-[(2R,6S)-2,6-dimethylmorpholine-4-carbonyl]-5,6-dihydrocyclopenta[c]pyrazol-1(4H)-yl}ethan-1-one FC1=C(C=CC=C1F)N1CCN(CC1)C(CN1N=C(C2=C1CCC2)C(=O)N2C[C@H](O[C@H](C2)C)C)=O